O1C(CCCC1)CN1N=NC=C1 1-((tetrahydro-2H-pyran-2-yl)methyl)-1H-1,2,3-triazole